[Na+].C1=C(C=CC2=CC=CC=C12)S(=O)(=O)[O-] 2-naphthalenesulfonic acid, sodium salt